Phenoxydioxyethylene acrylate C(C=C)(=O)OCCOOOC1=CC=CC=C1